2-(((3-(methoxymethyl)-2-oxooxazolidin-5-yl)methoxy)methyl)-N-(1-methyl-1H-tetrazol-5-yl)-6-(trifluoromethyl)nicotinamide COCN1C(OC(C1)COCC1=C(C(=O)NC2=NN=NN2C)C=CC(=N1)C(F)(F)F)=O